(S)-N-(4-((7-cyano-2-((4,4-difluoro-4,5,6,7-tetrahydropyrazolo[1,5-a]pyridin-2-yl)amino)-1-methyl-1H-imidazo[4,5-b]pyridin-6-yl)oxy)pyridin-2-yl)-3-hydroxypyrrolidine-1-carboxamide C(#N)C1=C2C(=NC=C1OC1=CC(=NC=C1)NC(=O)N1C[C@H](CC1)O)N=C(N2C)NC2=NN1C(C(CCC1)(F)F)=C2